2,4-dimethyl-2-pentyl methacrylate C(C(=C)C)(=O)OC(C)(CC(C)C)C